5-methyl-4-(4-phenoxybenzyl)-2-(quinolin-6-yl)oxazole CC1=C(N=C(O1)C=1C=C2C=CC=NC2=CC1)CC1=CC=C(C=C1)OC1=CC=CC=C1